FC1=C(C=C(C(=C1)C)C1=CC(=NC(=C1)N1CCOCC1)C=1C=NN(C1)C)NC(=O)N1CC(CC1)C(F)(F)F N-{2-fluoro-4-methyl-5-[2-(1-methylpyrazol-4-yl)-6-(morpholin-4-yl)pyridin-4-yl]phenyl}-3-(trifluoromethyl)pyrrolidine-1-carboxamide